(2Z,2'E)-2,2'-(1-(5-(1-morpholinoethyl)furan-2-yl)propane-1,2-diylidene)bis(N-ethylhydrazine-1-carbothioamide) O1CCN(CC1)C(C)C1=CC=C(O1)\C(\C(\C)=N\NC(NCC)=S)=N/NC(NCC)=S